(R)-5-(((2-hydroxyethyl)amino)methyl)-N-(3-(6-methoxy-3'-methyl-5-((((5-oxopyrrolidin-2-yl)methyl)amino)methyl)-[2,4'-bipyridin]-2'-yl)-2-methylphenyl)picolinamide OCCNCC=1C=CC(=NC1)C(=O)NC1=C(C(=CC=C1)C1=NC=CC(=C1C)C1=NC(=C(C=C1)CNC[C@@H]1NC(CC1)=O)OC)C